1-(4Z,7Z,10Z,13Z,16Z,19Z-docosahexaenoyl)-2-(9Z,12Z-octadecadienoyl)-glycero-3-phospho-(1'-sn-glycerol) CCCCC/C=C\C/C=C\CCCCCCCC(=O)O[C@H](COC(=O)CC/C=C\C/C=C\C/C=C\C/C=C\C/C=C\C/C=C\CC)COP(=O)(O)OC[C@H](CO)O